N,N-Diethyl-6,7-dihydroxy-5-nitro-naphthalin-2-carboxamid C(C)N(C(=O)C1=CC2=CC(=C(C(=C2C=C1)[N+](=O)[O-])O)O)CC